2-Bromo-4-fluoro-3,5-dimethylphenol BrC1=C(C=C(C(=C1C)F)C)O